CC1=C(C(=O)C=2C(=C(C=CC2)OC2=C(C(=CC=C2)C(C2=C(C=C(C=C2C)C)C)=O)C(C2=C(C=C(C=C2C)C)C)=O)C(C2=C(C=C(C=C2C)C)C)=O)C(=CC(=C1)C)C bis(2,4,6-trimethylbenzoyl)phenyloxide